{3-[(Acetyloxy)methyl]-2-{4,4-dimethyl-9-oxo-1,10-diazatricyclo[6.4.0.02,6]dodeca-2(6),7-dien-10-yl}pyridin-4-yl}boronic Acid C(C)(=O)OCC=1C(=NC=CC1B(O)O)N1C(C2=CC=3CC(CC3N2CC1)(C)C)=O